5-(dimethylamino)picolinic acid CN(C=1C=CC(=NC1)C(=O)O)C